tert-butyl (2S)-4-oxo-2-(3-thiazolidinecarbonyl)-1-pyrrolidinecarboxylate O=C1C[C@H](N(C1)C(=O)OC(C)(C)C)C(=O)N1CSCC1